[chloro(phenyl)methyl] cyclohexyl carbonate C(OC(C1=CC=CC=C1)Cl)(OC1CCCCC1)=O